C(=O)(OCC1C2=CC=CC=C2C2=CC=CC=C12)NCCC(=O)Cl Fmoc-beta-alanine chloride